ClC1=C(C=CC(=C1)CN1CCC(CC1)CN1N=NC(=C1)C1=C(NC2=CC=C(C=C12)F)C(=O)OCC(C)C)C1=C(C=CC=C1)COC Isobutyl 3-(1-((1-((2-chloro-2'-(methoxymethyl)-[1,1'-biphenyl]-4-yl)methyl)piperidin-4-yl)methyl)-1H-1,2,3-triazol-4-yl)-5-fluoro-1H-indol-2-carboxylat